COC(C)(C)C methyl-tert.-butylether